BrC=1C(=C(OC2CCC(CC2)CCC(=O)OCC)C=CC1)C(F)(F)F ethyl 3-((1r,4r)-4-(3-bromo-2-(trifluoromethyl)phenoxy)cyclohexyl)propanoate